C(C)OC(C(COS(=O)(=O)ON1[C@@H]2CC[C@H](N(C1=O)C2)C(=O)NC2CCN(CC2)C(=O)OCOC(C)=O)(C)C)=O acetoxymethyl 4-((2S,5R)-6-(((3-ethoxy-2,2-dimethyl-3-oxopropoxy)sulfonyl)oxy)-7-oxo-1,6-diazabicyclo[3.2.1]octane-2-carboxamido)piperidine-1-carboxylate